C(C)(C)(C)OC(=O)N1CCC(CC1)C=1SC(=C(N1)I)NC(=O)OC(C)(C)C 4-(5-((tert-Butoxycarbonyl)amino)-4-iodothiazol-2-yl)piperidine-1-carboxylic acid tert-butyl ester